2,4,8,10-tetraoxaspiro[5.5]undecane-3,9-diylbis(2-methylpropane-2,1-diyl) bis[3-[3-(tert-butyl)-4-hydroxy-5-methylphenyl] propionate] C(C)(C)(C)C=1C=C(C=C(C1O)C)CCC(=O)OCC(C)(C)C1OCC2(CO1)COC(OC2)C(COC(CCC2=CC(=C(C(=C2)C)O)C(C)(C)C)=O)(C)C